N=1NN=NC1 2H-1,2,3,4-tetrazole